1-(5-(1-(2-fluorophenyl)azetidin-3-yl)-2,3-dihydro-1H-inden-1-yl)piperidine-4-carboxylic acid FC1=C(C=CC=C1)N1CC(C1)C=1C=C2CCC(C2=CC1)N1CCC(CC1)C(=O)O